7-methoxy-4-phenyl-1H-benzoimidazol COC1=CC=C(C2=C1NC=N2)C2=CC=CC=C2